FC(OC1=CC2=C(N=C(O2)C=2C(=C(C=CC2)C2=C(C(=CC=C2)C=2OC3=C(N2)C=C(C(=C3)OC(F)F)CNC3COC3)C)C)C=C1CN1[C@@H](CCC1)C(=O)O)F ((6-(difluoromethoxy)-2-(3'-(6-(difluoromethoxy)-5-((oxetan-3-ylamino)methyl)benzo[d]oxazol-2-yl)-2,2'-dimethyl-[1,1'-biphenyl]-3-yl)benzo[d]oxazol-5-yl)methyl)-L-proline